C(#N)C=1C=CC(=C2C=CC=NC12)N1C[C@@]2(C[C@@]2(C1)C(F)(F)F)C(=O)N[C@@H]1CC[C@H](CC1)N(C)C |o1:14,16| (1S,5R) or (1R,5S)-3-(8-cyanoquinolin-5-yl)-N-[trans-4-(dimethylamino)cyclohexyl]-5-(trifluoromethyl)-3-azabicyclo[3.1.0]hexane-1-carboxamide